octynylsuccinic anhydride C(#CCCCCCC)C1C(=O)OC(C1)=O